BrC=1C=C(NCC2=CC=C(C=C2)F)C=CC1C 3-bromo-N-(4-fluorobenzyl)-4-methylaniline